C(C)NC1=C2C(=NC3=CC(=C(N=C13)OC)COCCN1CCCC1)CCCC2 N-ethyl-2-methoxy-3-{[2-(pyrrolidin-1-yl)ethoxy]methyl}-6H,7H,8H,9H-cyclohexa[b]1,5-naphthyridin-10-amine